tert-butyl 2-((3-iodophenyl) amino)-2-methylpropionate IC=1C=C(C=CC1)NC(C(=O)OC(C)(C)C)(C)C